C(C1=CC=CC=C1)OC1=CC(=NC(=C1)S(NC(=O)C=1C(=NC(=CC1)C(C)(C)C)F)(=O)=O)NCCCC1CC(N(C1)C(=O)OC(C)(C)C)(C)C tert-Butyl 4-[3-[[4-benzyloxy-6-[(6-tert-butyl-2-fluoro-pyridine-3-carbonyl)sulfamoyl]-2-pyridyl]amino]propyl]-2,2-dimethyl-pyrrolidine-1-carboxylate